C1(CCC1)OC1=CC=C2C(=NC=NC2=C1)O[C@@H]1CC[C@H](CC1)N1C(N(CC1=O)C=1C=NC=C(C1)C(F)(F)F)=O 3-(trans-4-{[7-(cyclobutyloxy)-4-quinazolinyl]oxy}cyclohexyl)-1-[5-(trifluoromethyl)-3-pyridinyl]-2,4-imidazolidinedione